6-methyl-3-(4-{[(3R)-1-methylpiperidin-3-yl]amino}pyrido[3,4-d]pyridazin-1-yl)pyridin-2-ol CC1=CC=C(C(=N1)O)C1=C2C(=C(N=N1)N[C@H]1CN(CCC1)C)C=NC=C2